C[C@@]12CCC3(OCCO3)C[C@H]2CCCC1 (4aS,8aR)-4a-methyloctahydro-1H-spiro[naphthalene-2,2'-[1,3]dioxolane]